C(C)C1=NC(=NC=C1)C1=CC=C2C(NC=NC2=C1)=O 7-(4-ethylpyrimidin-2-yl)-4-oxo-3,4-dihydroquinazolin